C1(=CC=CC=C1)N1N=CC(=C1)C=1SC=C(N1)C(=O)N1CC=2CNCC2C1 2-(1-phenyl-1H-pyrazol-4-yl)-4-{1H,2H,3H,4H,5H,6H-pyrrolo[3,4-c]pyrrole-2-carbonyl}-1,3-thiazole